N1C2=C(CCCC1)C=CC=C2 tetrahydro-1H-benzo[b]azepin